CN([C@@H](COC)C(=O)N1C[C@H](CCC1)C(=O)OCC)C1=CC=C2C(=CC(OC2=C1)=O)C1=C(C=CC=C1)C Ethyl (3S)-1-(N,O-dimethyl-N-(2-oxo-4-(o-tolyl)-2H-chromen-7-yl)seryl)piperidine-3-carboxylate